C1COCCN1SSC2=NC3=CC=CC=C3S2 4-Morpholinyl-2-benzothiazole disulfide